COC1=CC=C(C=C1)C1=NC2=C(N1)C=CC(=C2)C=2C(CC(NN2)=O)C 4,5-dihydro-6-[2-(4-methoxyphenyl)-1H-benzimidazol-5-yl]-5-methyl-3(2H)-pyridazinone